C1C(C12CCC2)C2=NOC(=C2)N 3-Spiro[2.3]hexan-2-ylisoxazol-5-amine